(R)-3-(2-((4-oxo-2-thiocarbonyl-2,3,4,5-tetrahydro-1H-pyrrolo[3,2-d]pyrimidin-1-yl)methyl)phenyl)morpholine-4-carboxylic acid tert-butyl ester C(C)(C)(C)OC(=O)N1[C@@H](COCC1)C1=C(C=CC=C1)CN1C(NC(C2=C1C=CN2)=O)=C=S